N1CCC2(CC1)OC1=C(C2N)C=CC=C1 3H-spiro[benzofuran-2,4'-piperidine]-3-amine